N-(((2R,3S,4S)-4-(aminomethyl)-3-hydroxypyrrolidin-2-yl)methyl)-5-fluoro-3-phenyl-1H-indole-2-carboxamide hydrogen chloride salt Cl.NC[C@@H]1[C@@H]([C@H](NC1)CNC(=O)C=1NC2=CC=C(C=C2C1C1=CC=CC=C1)F)O